F[C@@H]1CN(CC1)C1=NC=CC(=C1)C=1SC=2C=NC(=CC2N1)NC1=NC(=NC=C1)N1[C@@H]2CN([C@H](C1)C2)C N-(2-{2-[(3S)-3-Fluoropyrrolidin-1-yl]pyridin-4-yl}-[1,3]thiazolo[5,4-c]pyridin-6-yl)-2-[(1S,4S)-5-methyl-2,5-diazabicyclo[2.2.1]heptan-2-yl]pyrimidin-4-amine